N-(2,5-difluoro-3-(5-((1R,2S)-2-fluorocyclopropyl)-1,2,4-oxadiazol-3-yl)-6-methylphenyl)pyrazolo[1,5-a]pyridine-3-carboxamide FC1=C(C(=C(C=C1C1=NOC(=N1)[C@@H]1[C@H](C1)F)F)C)NC(=O)C=1C=NN2C1C=CC=C2